1-Hexyl-3-propylpyrrolidinium triflat [O-]S(=O)(=O)C(F)(F)F.C(CCCCC)[NH+]1CC(CC1)CCC